(R)-Ethyl 2-((2S,3R)-2,3-bis(4-chlorophenyl)-5-oxomorpholino)-2-cyclopropylacetate ClC1=CC=C(C=C1)[C@@H]1OCC(N([C@@H]1C1=CC=C(C=C1)Cl)[C@@H](C(=O)OCC)C1CC1)=O